O=C1C(C2(CCN(C2)C(=O)OC(C)(C)C)CCC1)C(=O)OC 2-(tert-butyl) 6-methyl 7-oxo-2-azaspiro[4.5]decane-2,6-dicarboxylate